FC(C(=O)OCC1CCC(CC1)N1N=CC=C1)(F)F 1-(4-((2,2,2-trifluoroacetoxy)methyl)cyclohexyl)-1H-pyrazole